ClC1=C(C=CC(=C1)OC)C=1C=C2C(=NC1)NC=C2C(=O)C=2C(=C(C(=CC2)F)NS(=O)(=O)CCCC)F N-(3-(5-(2-chloro-4-methoxyphenyl)-1H-pyrrolo[2,3-b]pyridine-3-carbonyl)-2,6-difluorophenyl)-butane-1-sulfonamide